C/C/1=C\\[C@]2(C=C([C@H](O2)[C@@H]3[C@@H]([C@H](C1)OC(=O)C(=C)C)C(=C)C(=O)O3)C)OC The molecule is a germacranolide that is the 2beta-methoxy-2-deethoxy derivative of phantomolin. Isolated from Elephantopus mollis, it exhibits antineoplastic activity. It has a role as a metabolite and an antineoplastic agent. It is a germacranolide, a gamma-lactone, an enoate ester and a cyclic ether.